O=C1NC(CCC1N1C(C2=CC=C(C=C2C1=O)CN1CCN(CC1)C1=CC=C(N=N1)C1=CC=C2CN(C(C2=C1)=O)C(C(=O)NC=1SC=CN1)C1=C(C=CC(=C1)F)O)=O)=O 2-(6-(6-(4-((2-(2,6-dioxopiperidin-3-yl)-1,3-dioxoisoindolin-5-yl)methyl)piperazin-1-yl)pyridazin-3-yl)-1-oxoisoindolin-2-yl)-2-(5-fluoro-2-hydroxyphenyl)-N-(thiazol-2-yl)acetamide